(1,5-cyclooctadiene) nickel [Ni].C1=CCCC=CCC1